N-(3-Cyano-5-(cyclohexylmethyl)-4,5,6,7-tetrahydrothieno[3,2-c]pyridin-2-yl)-2-(4-(N,N-dimethylsulfamoyl)phenyl)-acetamid C(#N)C1=C(SC2=C1CN(CC2)CC2CCCCC2)NC(CC2=CC=C(C=C2)S(N(C)C)(=O)=O)=O